FC1=C(COC2CNC2)C=CC(=C1)C(F)(F)F 3-((2-Fluoro-4-(trifluoromethyl)benzyl)oxy)azetidine